FC1=C(C=CC(=C1)F)C#CC1=CC=C(C(=O)O)C=C1 4-((2,4-difluorophenyl)ethynyl)benzoic acid